COC1=CC=C(C(=O)N2CC3=CC=C(C=C3CC2)C(=O)OC)C=C1 methyl 2-(4-methoxybenzoyl)-3,4-dihydro-1H-isoquinoline-6-carboxylate